BrC=1C(=NC(=NC1)C(C(=O)OC(C)(C)C)C(=O)OC)OC 1-(tert-butyl) 3-methyl 2-(5-bromo-4-methoxypyrimidin-2-yl)malonate